(1s,4s)-4-(1-(tert-butyl)-5-((1,1-dioxido-2,3-dihydrothieno[3,2-c]pyridin-4-yl)amino)-1H-pyrazol-3-yl)cyclohexyl isopropylcarbamate C(C)(C)NC(OC1CCC(CC1)C1=NN(C(=C1)NC1=NC=CC2=C1CCS2(=O)=O)C(C)(C)C)=O